C(C=C)(=O)N1CC(C1)CN1C(C(N(C2=CC(=C(C=C12)Cl)C1=C(C=CC(=C1)C(F)(F)F)O)C1=C(C=CC=C1C)C(C)C)=O)=O 1-((1-propenoylazetidin-3-yl)methyl)-7-chloro-6-(2-hydroxy-5-(trifluoromethyl)phenyl)-4-(2-isopropyl-6-methylphenyl)-1,4-dihydroquinoxaline-2,3-dione